ClC1=CC=C2C(=N1)C(=CN2)NC([O-])=O (5-chloro-1H-pyrrolo[3,2-b]pyridin-3-yl)carbamate